NC1=C(C=C(C=N1)NC(C(=O)N1[C@@H](CC[C@H](C1)C)C=1C=C2CNC(C2=CC1)=O)=O)C N-(6-amino-5-methyl-3-pyridyl)-2-[(2S,5R)-5-methyl-2-(1-oxoisoindolin-5-yl)-1-piperidyl]-2-oxo-acetamide